C(C1=CC=CC=C1)C(C(=O)C1=CC=C(C=C1)N1CCOCC1)(CC)N(C)C 2-benzyl-2-(dimethylamino)1-[4-(4-morpholinyl)phenyl]-1-butanone